2-(cyanomethyl)-4-(3-fluoro-2-(((S)-1-methylpyrrolidin-2-yl)methoxy)-1,7-naphthyridin-4-yl)piperazine-1-carboxylic acid benzyl ester C(C1=CC=CC=C1)OC(=O)N1C(CN(CC1)C1=C(C(=NC2=CN=CC=C12)OC[C@H]1N(CCC1)C)F)CC#N